C(C1CC2C(OC(O2)=O)CC1)C1CC2C(OC(O2)=O)CC1 5,5'-methylenebis(hexahydrobenzo[d][1,3]dioxol-2-one)